C(C)(C)(C)C1=CC=C(C=N1)C=1N=C2SCC(CN2C(C1C#N)=O)C(=O)O 8-(6-(tert-butyl)pyridin-3-yl)-7-cyano-6-oxo-3,4-dihydro-2H,6H-pyrimido[2,1-b][1,3]thiazine-3-carboxylic acid